C(C)OC(=O)C=1OC2=C(C1C)C=C(C=C2)S(NCCC2=C(C=CC=C2)O)(=O)=O 5-(N-(2-Hydroxyphenethyl)sulfamoyl)-3-methylbenzofuran-2-carboxylic acid ethyl ester